CN1C(CCC=C1)=S 1-methyl-2-thioxo-1,2,3,4-tetrahydropyridine